FC1=CC=C(C=C1)C=1C(=NC=NC1)C=1C=CC=2N(C1)C(=CN2)I 6-[5-(4-fluorophenyl)pyrimidin-4-yl]-3-iodo-imidazo[1,2-a]pyridine